ClC=1C=C(C(=NC1)OC(F)F)C1=NN=C(N1C)C1=C(C=CC=C1)Cl 5-chloro-3-(5-(2-chlorophenyl)-4-methyl-4H-1,2,4-triazol-3-yl)-2-(difluoromethoxy)pyridine